C[C@H]1CN(CCN1)C(=O)C=1N=C(SC1)C=1C=NN(C1)C1=CC=NC=C1 (3S)-3-methyl-1-{2-[1-(pyridin-4-yl)-1H-pyrazol-4-yl]-1,3-thiazole-4-carbonyl}piperazine